N-(4-(((3-isopropyl-5-((tetrahydro-2H-pyran-4-yl)amino)pyrazolo[1,5-a]pyrimidin-7-yl)amino)methyl)phenyl)propanamide C(C)(C)C=1C=NN2C1N=C(C=C2NCC2=CC=C(C=C2)NC(CC)=O)NC2CCOCC2